2-(α-ethylcyclohexyl)-4,6-dimethylphenol C(C)C1(CCCCC1)C1=C(C(=CC(=C1)C)C)O